CC=1N=C(NC1)[SiH3] monomethyl-silylimidazole